FC(OC=1C=C(C=CC1)CC1C(NCC(NCC(N2CCCC2C(NC2(CCCC2)C(NCC(NCCC(NCC(NCC(NCC(NCC(N1)=O)=O)=O)=O)=O)=O)=O)=O)=O)=O)=O)(F)F 9-[[3-(trifluoromethoxy)phenyl]methyl]spiro[1,4,7,10,13,16,19,22,26,29,32-undecazabicyclo[32.3.0]heptatriacontane-31,1'-cyclopentane]-2,5,8,11,14,17,20,23,27,30,33-undecone